C(N)(=O)C1=NN(C(=C1)C)C=1C=C2C=CN(C2=CC1)CC1=CC=C(C=C1)C1=CC=C(C=C1)C(=O)OC(C)(C)C tert-Butyl 4'-((5-(3-carbamoyl-5-methyl-1H-pyrazol-1-yl)-1H-indol-1-yl)methyl)-[1,1'-biphenyl]-4-carboxylate